COCC(OCC=1N=CSC1)C1=CC(=C(C(=O)NC2(CC2)C2=C3C=CC(=NC3=CC(=C2)C=2C=NN(C2)C)C)C=C1)C 4-(2-methoxy-1-(thiazol-4-ylmethoxy)ethyl)-2-methyl-N-(1-(2-methyl-7-(1-methyl-1H-pyrazol-4-yl)quinolin-5-yl)cyclopropyl)benzamide